cis-3-cyclopropyl-N-(4-cyclopropyl-3-(1-methyl-1H-pyrazol-3-yl)phenyl)cyclobutane-1-carboxamide C1(CC1)[C@H]1C[C@H](C1)C(=O)NC1=CC(=C(C=C1)C1CC1)C1=NN(C=C1)C